FC1(CC2(C1)C[C@@H](N(CC2)CC2=C1C=CNC1=C(C=C2OC)C)C2=CC=C(C(=O)O)C=C2)F (R)-4-(2,2-difluoro-7-((5-methoxy-7-methyl-1H-indol-4-yl)methyl)-7-azaspiro[3.5]nonan-6-yl)benzoic acid